N1(CCCC1)C(=O)C1=C(C=CC=C1)I (2-iodophenyl) (pyrrolidine-1-yl) ketone